1-methyl-2-oxo-1,2-dihydropyrido[3,2-d]Pyrimidine-6-carbonitrile CN1C(N=CC2=C1C=CC(=N2)C#N)=O